{5-[(3-Ethoxypyridin-2-yl)oxy]pyridin-3-yl}-N-[(3R,4R)-4-fluoropiperidin-3-yl]pyrimidine-5-carboxamide C(C)OC=1C(=NC=CC1)OC=1C=C(C=NC1)C1=NC=C(C=N1)C(=O)N[C@@H]1CNCC[C@H]1F